C(C)(C)(C)OC(=O)N1CCN(CC(C1)O[Si](C)(C)C(C)(C)C)C1=NC=C(C=N1)OCC1=CC=CC=C1 4-(5-(benzyloxy)pyrimidin-2-yl)-6-((tert-butyldimethylsilyl)oxy)-1,4-diazacycloheptane-1-carboxylic acid tert-butyl ester